BrC1=CC=C(OC[C@H]2COC[C@](O2)(C)COC)C=C1 (2S,6R)-6-((4-bromophenoxy)methyl)-2-(methoxymethyl)-2-methyl-1,4-dioxane